C(C)(C)(C)OC(NC1=CC(=CC=C1)CC1=NN(C(C2=CC(=C(C=C12)OC)OC)=O)C)=O (3-((6,7-dimethoxy-3-methyl-4-oxo-3,4-dihydrophthalazin-1-yl)methyl)phenyl)carbamic acid tert-butyl ester